ClC=1C=C(C(=NC1)OC)S(=O)(=O)NC1=C(C(=C(C=C1)F)C=1C=C2C=NC(=NC2=CC1)NC1CCC(CC1)N1CCOCC1)F 5-chloro-N-(2,4-difluoro-3-(2-(((1r,4r)-4-morpholinocyclohexyl)amino)quinazolin-6-yl)phenyl)-2-methoxypyridine-3-sulfonamide